bis-(imidazol-2-yl)-methane N1C(=NC=C1)CC=1NC=CN1